1-tert-butyl-1,2,2-trimethylhydrazine C(C)(C)(C)N(N(C)C)C